N-((2-(6-(4-((dimethylamino)methyl)-4-hydroxypiperidin-1-yl)pyridin-2-yl)-1,6-naphthyridin-7-yl)methyl)-5-(methylsulfonyl)nicotinamide CN(C)CC1(CCN(CC1)C1=CC=CC(=N1)C1=NC2=CC(=NC=C2C=C1)CNC(C1=CN=CC(=C1)S(=O)(=O)C)=O)O